4-FORMYLPHENYLBORONIC ACID C(=O)C1=CC=C(C=C1)B(O)O